F[C@@H]1C[C@]2(CCCN2C1)COC1=NC2=C(C(=C(C=C2C(=N1)N1CC2CCC(C1)N2)Cl)C2=CC(=CC1=CC=CC(=C21)CC)O)F 4-(2-{[(2r,7ar)-2-fluoro-hexahydro-1H-pyrrolizin-7a-yl]methoxy}-6-chloro-4-{3,8-diazabicyclo[3.2.1]oct-3-yl}-8-fluoroquinazolin-7-yl)-5-ethylnaphthalen-2-ol